4-[1-(1-cyclopentylpropyl)-1H-pyrazol-4-yl]-7H-pyrrolo[2,3-d]-pyrimidine trifluoroacetate FC(C(=O)O)(F)F.C1(CCCC1)C(CC)N1N=CC(=C1)C=1C2=C(N=CN1)NC=C2